ClC=1C(=CC(=C(C(=O)NC2=CC(=NC=C2)SC)C1)N1CCNCCC1)C(F)(F)F 5-chloro-2-(1,4-diazacycloheptan-1-yl)-N-(2-(methylthio)pyridin-4-yl)-4-(trifluoromethyl)benzamide